ClC=1C(=CC2=C(NC(NS2(=O)=O)C)C1)S(=O)(=O)N 6-chloro-3-methyl-3,4-dihydro-2h-benzo[e][1,2,4]thiadiazine-7-sulfonamide-1,1-dioxide